BrC1=CC=C(C=N1)OCCCN(CC)CC 3-((6-bromopyridin-3-yl)oxy)-N,N-diethylpropan-1-amine